Ethyl 5,6-difluorobenzo[d]thiazole-2-carboxylate FC=1C(=CC2=C(N=C(S2)C(=O)OCC)C1)F